(2R,3R,4R,5S)-6-piperazine-1,4-diium-1-ylhexane-1,2,3,4,5-pentol dihydrochloride Cl.Cl.[NH+]1(CC[NH2+]CC1)C[C@@H]([C@H]([C@@H]([C@@H](CO)O)O)O)O